NC=1N=NC(=CN1)C1=CC2=C(N=CC(=C2C#N)C2=C(C(=CC=C2C)O)C)N1 (S)-2-(3-amino-1,2,4-triazin-6-yl)-5-(3-hydroxy-2,6-dimethylphenyl)-1H-pyrrolo[2,3-b]pyridine-4-carbonitrile